3-(3-Hydroxyphenyl)-3-hydroxypropanoic acid OC=1C=C(C=CC1)C(CC(=O)O)O